2-(2-Aminopyridin-3-yl)-3-(4-(chloromethyl)phenyl)-N,N-dimethyl-3H-imidazo[4,5-b]pyridin-5-amine NC1=NC=CC=C1C1=NC=2C(=NC(=CC2)N(C)C)N1C1=CC=C(C=C1)CCl